ClC=1C(=C(C=CC1)NC1=C(C=NC2=CC(=C(C=C12)OC)OCCON1CCN(CC1)C)C#N)F 4-((3-Chloro-2-fluorophenyl)amino)-6-methoxy-7-(2-((4-methylpiperazin-1-yl)oxy)ethoxy)quinoline-3-carbonitrile